C1=CC=CC=2C3=CC=CC=C3C(C12)COC(=O)N[C@@H](CCC(N)=O)C(=O)O 9-fluorenylmethoxycarbonyl-L-glutamine